COC1=C(C=C(C=C1)NC(=O)C=1C=C2C(=NN(C2=CC1)C)C=1N(C2=CC=CC=C2C1)C)C(F)(F)F N-(4-Methoxy-3-(trifluoromethyl)phenyl)-1-methyl-3-(1-methyl-1H-indol-2-yl)-1H-indazole-5-carboxamide